5-hydroxy-1-(1-(methoxymethyl)-1H-pyrazol-4-yl)-2-methyl-1H-indole-3-carboxylic acid ethyl ester C(C)OC(=O)C1=C(N(C2=CC=C(C=C12)O)C=1C=NN(C1)COC)C